Neodymium (2,2-diethyl-octanoic acid) C(C)C(C(=O)O)(CCCCCC)CC.[Nd]